rac-tert-butyl (1R,5S)-6-oxa-3-azabicyclo[3.1.0]hexane-3-carboxylate [C@H]12CN(C[C@@H]2O1)C(=O)OC(C)(C)C |r|